O=C1N(CC2=CC(=CC=C12)C1CCN(CC1)CC1=NC(=NO1)C=1C=C(C=CC1)C)C1C(NC(CC1)=O)=O 3-(1-oxo-5-(1-((3-(m-tolyl)-1,2,4-oxadiazol-5-yl)methyl)piperidin-4-yl)isoindolin-2-yl)piperidine-2,6-dione